6-(chloromethyl)-8-methyl-chromen-4-one ClCC=1C=C2C(C=COC2=C(C1)C)=O